C(C)(C)(C)OC(=O)N1CC(CCC1)CC1=C(C=NC=C1)F 3-(3-fluoroisonicotinyl)piperidine-1-carboxylic acid tert-butyl ester